methyl 2-(4-{N-[(4-methoxyphenyl)methoxy]ethanimidoyl}phenoxy)acetate COC1=CC=C(C=C1)CON=C(C)C1=CC=C(OCC(=O)OC)C=C1